N-((1H-imidazol-2-yl)methyl)-3-fluoro-4-(8,9,10,11-tetrahydro-3H-pyrazolo[4,3-a]phenanthridin-7-yl)benzamide N1C(=NC=C1)CNC(C1=CC(=C(C=C1)C1=NC2=CC=C3C(=C2C=2CCCCC12)C=NN3)F)=O